6-methyl-4',5'-diphenylspiro[bicyclo[4.1.0]heptane-2,2'-[1,3]-dioxane] CC12CCCC3(OCC(C(O3)C3=CC=CC=C3)C3=CC=CC=C3)C2C1